C(C)OC(=O)C=1C(=NC(=NC1SC)N)C=1OC=CC1 2-amino-4-(furan-2-yl)-6-(methylsulfanyl)pyrimidine-5-carboxylic acid ethyl ester